C(C)OC(CC1=C(C=CC(=C1)C)S(=O)(=O)[O-])CC1=C(C=CC(=C1)C)S(=O)(=O)[O-] 2-ethoxypropane-1,3-diylbis(4-methylbenzenesulfonate)